NCCC1=C(C=C(C=C1)N1CC2CCC(C1)N2C(=O)OC(C)(C)C)F tert-Butyl 3-(4-(2-aminoethyl)-3-fluorophenyl)-3,8-diazabicyclo[3.2.1]octane-8-carboxylate